1,2,3,4-tetrahydroisoquinoline trifluoroacetic acid salt FC(C(=O)O)(F)F.C1NCCC2=CC=CC=C12